FC(C(=O)O)(F)F.ClC1=CC=C(CN2N=CC(=C2)C2=CC(=NC=C2)C=2NC=C(N2)C2CNCC2)C=C1 4-[1-(4-Chlorobenzyl)-1H-pyrazol-4-yl]-2-(4-pyrrolidin-3-yl-1H-imidazol-2-yl)pyridine Trifluoroacetate Salt